ClC=1C=C2C(=NC1)C=CN2CCNC(CCN2C=NC1=C(NC=3C=CC(=CC13)C)C2=O)=O N-(2-(6-chloro-1H-pyrrolo[3,2-b]pyridin-1-yl)ethyl)-3-(8-methyl-4-oxo-4,5-dihydro-3H-pyrimido[5,4-b]indol-3-yl)propanamide